2-((12-(dimethyl(phenyl)silyl)dodecyl)thio)ethyl hydrogen ((((R)-1-(6-amino-9H-purin-9-yl)propan-2-yl)oxy)methyl)phosphonate NC1=C2N=CN(C2=NC=N1)C[C@@H](C)OCP(OCCSCCCCCCCCCCCC[Si](C1=CC=CC=C1)(C)C)(O)=O